tert-butyl [(3S,5R)-1-(3-nitro-1-oxido-6,7-dihydro-5H-cyclopenta[b]pyridin-4-yl)-5-(trifluoromethyl)piperidin-3-yl]carbamate [N+](=O)([O-])C=1C(=C2C(=[N+](C1)[O-])CCC2)N2C[C@H](C[C@H](C2)C(F)(F)F)NC(OC(C)(C)C)=O